iodonium perfluorosulfonate salt FS(=O)(=O)[O-].[IH2+]